C1N(CCC2=CC=CC=C12)C[C@H](CN1CCOC2=C(C1=O)C=CC(=C2)OCC2OCCC2)O 4-[(2R)-3-(3,4-dihydro-1H-isoquinolin-2-yl)-2-hydroxy-propyl]-8-(tetrahydrofuran-2-ylmethoxy)-2,3-dihydro-1,4-benzoxazepin-5-one